bis[(4-(2-methylpropyl)phenyl)]Iodonium CC(CC1=CC=C(C=C1)[I+]C1=CC=C(C=C1)CC(C)C)C